OCC(C)(O)C=1SC(=C(N1)CO)S(=O)(N)=NC(NC1=C2C(=CC=3CCCC13)CC2)=O 2-(1,2-Dihydroxypropan-2-yl)-4-(hydroxymethyl)-N'-((2,4,5,6-tetrahydro-1H-cyclobuta[f]inden-3-yl)carbamoyl)thiazole-5-sulfonimidamide